C12C(CC(C=C1)C2)COCCOCCCC=2NC(=C([N+]2C)C)C 2-[2-(2-bicyclo[2.2.1]hept-5-enylmethoxy)ethoxy]ethyl-tetramethylimidazolium